FC(S(=O)(=O)OC1=CC(=C(C(=C1)O[Si](C)(C)C)[C@H]1[C@@H](CCC(=C1)C([2H])([2H])[2H])C(=C)C)O[Si](C)(C)C)(F)F (1'R,2'R)-5'-(methyl-d3)-2'-(prop-1-en-2-yl)-2,6-bis((trimethylsilyl) oxy)-1',2',3',4'-tetrahydro-[1,1'-biphenyl]-4-yl trifluoromethanesulfonate